NC1=CC=C(CCN(CCCN(CCCC(=O)[O-])CCCC(=O)[O-])CCCC(=O)OCCC\C=C/CCCCC)C=C1 4,4'-((3-((4-aminophenethyl)(4-((Z)-dec-4-en-1-yloxy)-4-oxobutyl)amino)propyl)azanediyl)dibutanoate